C(C)(C)(C)OC(NC[C@H](COC1=CC(=CC=C1)S(=O)(=O)C)O)=O ((R)-2-hydroxy-3-(3-(methylsulfonyl)phenoxy)propyl)carbamic acid tert-butyl ester